di-tert-butyloxymagnesium C(C)(C)(C)O[Mg]OC(C)(C)C